(Z)-2-(4-(tert-butyl)phenyl)-N'-hydroxyacetamidine C(C)(C)(C)C1=CC=C(C=C1)C/C(=N/O)/N